NC=1N(C=2C(=C3C=CC=NC3=CC2C)N1)C 2-amino-3,4-dimethyl-imidazo[4,5-f]-quinoline